C(C)(C)(C)OC(=O)N1CCC(CC1)(CO[Si](C)(C)C(C)(C)C)CO[Si](C)(C)C(C)(C)C 4,4-bis(((t-butyldimethylsilyl)oxy)methyl)piperidine-1-carboxylic acid tert-butyl ester